6-bromo-N-cyclohexyl-7H-pyrrolo[2,3-d]pyrimidin-4-amine BrC1=CC2=C(N=CN=C2NC2CCCCC2)N1